2-(trimethylsiloxy)furan C[Si](OC=1OC=CC1)(C)C